2-chloro-N-(6-methoxybenzothiazole-2-yl)acetamide ClCC(=O)NC=1SC2=C(N1)C=CC(=C2)OC